6-(4-methoxyphenyl)-2-(pyridin-2-yl)-5,6,7,8-tetrahydro-[1,2,4]triazolo[4,3-a]pyridin-3(2H)-one COC1=CC=C(C=C1)C1CCC=2N(C1)C(N(N2)C2=NC=CC=C2)=O